ClC=1C(=NC(=NC1)N1C[C@H]([C@@H](CC1)NC1=CC=C2C(=NN(C2=C1)C)[C@H]1C(NC(CC1)=O)=O)C)NC=1C=C2CC(N(C2=CC1)CCNC)=O (S)-3-(6-(((3R,4R)-1-(5-chloro-4-((1-(2-(methylamino)ethyl)-2-oxoindolin-5-yl)amino)pyrimidin-2-yl)-3-methylpiperidin-4-yl)amino)-1-methyl-1H-indazol-3-yl)piperidine-2,6-dione